(4-(5-((4-amino-2-butoxyimidazo[2,1-f][1,2,4]triazin-7-yl)methyl)-3-methylpyridin-2-yl)piperazin-1-yl)prop-2-en-1-one NC1=NC(=NN2C1=NC=C2CC=2C=C(C(=NC2)N2CCN(CC2)C(C=C)=O)C)OCCCC